FC=1C=CC(=NC1)C1=NN2C(COC(C2C)(C)C)=C1C1=C2C(=NC=C1)NN=C2 2-(5-Fluoropyridin-2-yl)-6,6,7-trimethyl-3-(1H-pyrazolo[3,4-b]pyridin-4-yl)-6,7-dihydro-4H-pyrazolo[5,1-c][1,4]oxazine